C(#N)C1(CC1)C=1C=C(C=CC1)C=1NC2=CC=C(C=C2C1)SC(C(=O)O)(C)C 2-((2-(3-(1-cyanocyclopropyl)phenyl)-1H-indol-5-yl)thio)-2-methylpropanoic acid